(R)-3-chloromethyl-hexanoyl chloride ClC[C@@H](CC(=O)Cl)CCC